C(CCCCCCC)OC(C(C(=O)OCCCCCCCC)(CCC)CCCCCCO)=O 2-(6-Hydroxyhexyl)-2-propylmalonic acid dioctyl ester